FC(OC1CCC(CC1)N[C@@H]1[C@H](CCCC1)CC=1C=C2CN(C(C2=CC1)=O)C1C(NC(CC1)=O)=O)F 3-(5-(((1R,2S)-2-((4-(difluoromethoxy)cyclohexyl)amino)cyclohexyl)methyl)-1-oxoisoindolin-2-yl)piperidine-2,6-dione